(±)-tert-butyl-4-(4-((1-(3-(difluoromethyl)-2-fluorophenyl) ethyl) amino)-2-methyl-7-oxo-7,8-dihydropyrido[2,3-d]pyrimidin-6-yl)-1H-pyrazole-1-carboxylate C(C)(C)(C)OC(=O)N1N=CC(=C1)C1=CC2=C(N=C(N=C2N[C@H](C)C2=C(C(=CC=C2)C(F)F)F)C)NC1=O |r|